NC=1C=CNC1N1CC(CCC1)N 4-amino-5-(3-aminopiperidin-1-yl)pyrrole